BrC=1C=C2C(=C(NC2=CC1)C(C)(C)C)C=O 5-BROMO-2-TERT-BUTYL-1H-INDOLE-3-CARBALDEHYDE